C(#N)C=1C=NN2C1C(=CC(=C2)OCC)C=2C=CC(=NC2)N2CCC(CC2)(C(=O)NCC2CC2)C 1-(5-(3-cyano-6-ethoxypyrazolo[1,5-a]pyridin-4-yl)pyridin-2-yl)-N-(cyclopropylmethyl)-4-methylpiperidine-4-carboxamide